N-(3-(diethylamino)propyl)-2-(3-(pyrrolidin-1-yl)phenyl)benzo[d]imidazo[2,1-b]thiazole-7-carboxamide C(C)N(CCCNC(=O)C1=CC2=C(N3C(S2)=NC(=C3)C3=CC(=CC=C3)N3CCCC3)C=C1)CC